Ruthenium trichloride hydrate O.[Ru](Cl)(Cl)Cl